6-(2-(4-hydroxypiperidin-1-yl)ethyl)-8-methyl-2-(4-(trifluoromethyl)pyridin-2-yl)quinazolin-4(3H)-one hydrochloride Cl.OC1CCN(CC1)CCC=1C=C2C(NC(=NC2=C(C1)C)C1=NC=CC(=C1)C(F)(F)F)=O